OC1=C(C(=CC(=C1)OC)O)C(\C=C\C1=CC(=CC=C1)OC)=O (E)-1-(2,6-Dihydroxy-4-methoxyphenyl)-3-(3-methoxyphenyl)prop-2-en-1-one